5-(3,3-dimethyl-2-oxo-1-(pyrimidin-2-yl)indolin-4-yl)-N-(pyridin-3-yl)-2-(trifluoromethyl)benzamide erbium pentanitrate [N+](=O)([O-])[O-].[N+](=O)(O)[O-].[N+](=O)(O)[O-].[N+](=O)([O-])[O-].[N+](=O)([O-])[O-].[Er+3].CC1(C(N(C2=CC=CC(=C12)C=1C=CC(=C(C(=O)NC=2C=NC=CC2)C1)C(F)(F)F)C1=NC=CC=N1)=O)C